(6aR)-8-acryloyl-4-chloro-3-(2-fluoro-6-hydroxyphenyl)-1-(2-methyl-5-oxopyrrolidin-1-yl)-6,6a,7,8,9,10-hexahydro-12H-pyrazino[2,1-c]pyrido[3,4-f][1,4]oxazepin-12-one C(C=C)(=O)N1C[C@@H]2COC3=C(C(N2CC1)=O)C(=NC(=C3Cl)C3=C(C=CC=C3O)F)N3C(CCC3=O)C